3-[(2-carboxyethyl-dimethyl-silanyl)oxy-dimethyl-silanyl]propionic acid C(=O)(O)CC[Si](O[Si](CCC(=O)O)(C)C)(C)C